COC1=C(C=CC=C1C1=NN(C=N1)C)NC1=C2C(=NC(=C1)NC=1N=NC(=CC1)C)NN(C2=O)C 4-((2-methoxy-3-(1-methyl-1H-1,2,4-triazol-3-yl)phenyl)amino)-2-methyl-6-((6-methylpyridazin-3-yl)amino)-1,2-dihydro-3H-pyrazolo[3,4-b]pyridin-3-one